[N+](=O)([O-])C1=C(CNCCC2CCS(CC2)(=O)=O)C=CC=C1 4-(2-((2-nitrobenzyl)amino)ethyl)tetrahydro-2H-thiopyran 1,1-dioxide